2-(5-(3,5-Dichlorophenyl)thiophen-2-yl)-1-morpholinoethan-1-on ClC=1C=C(C=C(C1)Cl)C1=CC=C(S1)CC(=O)N1CCOCC1